3-methyl-1-phenyl-1H-pyrazol-5-yl-((3,5,6-trimethylpyrazin-2-yl) methyl) succinate C(CCC(=O)[O-])(=O)OC(C1=NC(=C(N=C1C)C)C)C1=CC(=NN1C1=CC=CC=C1)C